4-sulfophthalic acid S(=O)(=O)(O)C=1C=C(C(C(=O)O)=CC1)C(=O)O